(2-chloro-5-[1-(6-methylpyridin-2-ylmethoxyimino)ethyl]benzyl)carbamic acid methyl ester COC(NCC1=C(C=CC(=C1)C(C)=NOCC1=NC(=CC=C1)C)Cl)=O